ClC=1C=NC(=C(C(=O)NC2CCC(CC2)CN2C(C(C3=CC=CC=C23)(O)C2=C(C=C(C=C2)F)F)=O)C1)C(F)F 5-chloro-2-(difluoromethyl)-N-((1r,4r)-4-((3-(2,4-difluorophenyl)-3-hydroxy-2-oxoindolin-1-yl)methyl)cyclohexyl)nicotinamide